CN(C1=CC=C(C(=O)OCC)C=C1)C ethyl N,N-dimethyl-p-aminobenzoate